1-bromo-3-methoxy-5-nitrobenzene BrC1=CC(=CC(=C1)[N+](=O)[O-])OC